NC1=NN2C(C=C(C=C2)C=2C=C(C(=NC2)C)C(=O)NC([2H])C2=C(C(=CC(=C2)F)F)OCC2CC2)=N1 5-{2-amino-[1,2,4]triazolo-[1,5-a]pyridin-7-yl}-N-{[2-(cyclopropylmethoxy)-3,5-difluorophenyl](deutero)-methyl}-2-methylpyridine-3-carboxamide